C(C)C=1N=C2N(C=C(C=C2F)N2CCNCC2)C1N(C)C=1SC=C(N1)C1=CC=C(C=C1)F (2-Ethyl-8-fluoro-6-piperazin-1-yl-imidazo[1,2-a]pyridin-3-yl)-[4-(4-fluoro-phenyl)-thiazol-2-yl]-methyl-amine